2-[(2,4-dichlorophenyl)methyl]-4,4-dimethylisooxazolidin-3-one ClC1=C(C=CC(=C1)Cl)CN1OCC(C1=O)(C)C